N-(4-(2,8-diazaspiro[4.5]decan-8-yl)-5-(1-(tetrahydro-2H-pyran-4-yl)-1H-pyrazol-4-yl)pyridin-2-yl)-2-(2-fluoro-6-methoxyphenyl)pyrimidin-4-amine hydrochloride Cl.C1NCCC12CCN(CC2)C2=CC(=NC=C2C=2C=NN(C2)C2CCOCC2)NC2=NC(=NC=C2)C2=C(C=CC=C2OC)F